Sodium (2S,5R)-7-oxo-2-(N-(2-(trifluoromethyl)thiazole-4-carbonyl)carbamimidoyl)-1,6-diazabicyclo[3.2.1]octan-6-yl Sulfate S(=O)(=O)(ON1[C@@H]2CC[C@H](N(C1=O)C2)C(NC(=O)C=2N=C(SC2)C(F)(F)F)=N)[O-].[Na+]